NC1=C(C(NC2=C(C=CC=C12)C=1C=NC=CC1OC)=O)C(=O)NCC1CC1 4-amino-N-(cyclopropylmethyl)-8-(4-methoxy-3-pyridinyl)-2-oxo-1H-quinoline-3-carboxamide